F[P-](F)(F)(F)(F)F.N1(N=NC2=C1C=CC=C2)O[P+](N2CCCC2)(N2CCCC2)N2CCCC2 (benzotriazol-1-yloxy)tripyrrolidinophosphonium hexafluoro-phosphate